cis-tert-butyl (1r,5s)-3,6-diazabicyclo[3.2.0]heptane-6-carboxylate [C@@H]12CNC[C@H]2N(C1)C(=O)OC(C)(C)C